C(=C\CCCC)/O trans-hexenol